[O-2].[Dy+3].[O-2].[O-2].[Dy+3] Dysprosium oxid